4-((4,5-dimethyl-6-oxopyrimidin-1(6H)-yl)methyl)-N,N-dimethylbenzamide CC=1N=CN(C(C1C)=O)CC1=CC=C(C(=O)N(C)C)C=C1